FC1(CCN(CC1)C1=NOC2=C1C=C(C=C2)[N+](=O)[O-])F 3-(4,4-difluoropiperidin-1-yl)-5-nitrobenzo[d]isoxazole